S1CNC2C1=CC=CC2 tetrahydrobenzothiazole